(2S,6R)-2-hydroxy-2-methyl-6-methylamino-6-(4-(trifluoromethyl)phenyl)cyclohexan-1-one citrate C(CC(O)(C(=O)O)CC(=O)O)(=O)O.O[C@@]1(C([C@@](CCC1)(C1=CC=C(C=C1)C(F)(F)F)NC)=O)C